spiro[oxirane-2,2'-[1,4]methanonaphthalene] C12C3(C=C(C4=CC=CC=C14)C2)OC3